ClC=1C=CC2=C(C=C(O2)C2=NN=C(O2)C2CCNCC2)C1 4-(5-(5-chlorobenzofuran-2-yl)-1,3,4-oxadiazol-2-yl)piperidine